[SH3+].FC(C(C(C(F)(F)F)(F)F)(F)F)(S(=O)(=O)[O-])F perfluorobutyl-sulfonate sulfonium salt